(S)-3-(5H-imidazo[5,1-a]isoindol-5-yl)thietane-3-ol tert-butyl-4-[2-butyl-7-({8-fluoro-2-methylimidazo[1,2-a]pyridin-6-yl}carbamoyl)indazol-4-yl]piperazine-1-carboxylate C(C)(C)(C)C1N(CCN(C1)C=1C2=CN(N=C2C(=CC1)C(NC=1C=C(C=2N(C1)C=C(N2)C)F)=O)CCCC)C(=O)OC2(CSC2)[C@H]2N1C(C3=CC=CC=C23)=CN=C1